(S)-2-((2-amino-4-methylpentyl)oxy)-5-(2-aminopyridin-4-yl)benzonitrile N[C@H](COC1=C(C#N)C=C(C=C1)C1=CC(=NC=C1)N)CC(C)C